COC(OCC)OC(OC)OCC methoxy-ethoxymethyl ether